C1(CC1)C1=NC(=NO1)C1(CCN(CC1)C(=O)N[C@H]1C(=CCCC1)C=1CCN(CC1)C(C)C)C |r| Rac-4-(5-cyclopropyl-1,2,4-oxadiazol-3-yl)-4-methyl-N-{2-[1-(propane-2-yl)-1,2,3,6-tetrahydropyridin-4-yl]cyclohex-2-en-1-yl}piperidine-1-carboxamide